C(C)S(=NC(=O)C1=CC2=CN(N=C2C=C1)C=1C=NC=CC1)(=O)C(C)C N-(ethyl-(isopropyl)(oxo)-λ6-sulfaneylidene)-2-(pyridin-3-yl)-2H-indazole-5-carboxamide